ethyl 5-oxopentanoate O=CCCCC(=O)OCC